N12C[C@H](C(CC1)CC2)OC(N[C@@H]2C(CC1=CC(=C(C=C21)F)C2=CC=C(C=C2)CC)(C)C)=O (S)-quinuclidin-3-yl((R)-5-(4-ethylphenyl)-6-fluoro-2,2-dimethyl-2,3-dihydro-1H-inden-1-yl)carbamate